FC1=CC(=C(C=C1)C(=O)N1C[C@@H]2CN(C[C@@H]2C1)C1=NC(=C(C(=N1)C(C)(C)O)F)C)N1N=CC=N1 (4-fluoro-2-(2H-1,2,3-triazol-2-yl)phenyl)((cis)-5-(5-fluoro-4-(2-hydroxypropan-2-yl)-6-methylpyrimidin-2-yl)hexahydropyrrolo[3,4-c]pyrrol-2(1H)-yl)methanone